3-chloro-2,4-difluoro-benzenepentanoic acid ClC=1C(=C(C=CC1F)CCCCC(=O)O)F